C1(CC1)C=1NC(=NN1)C1CC2(CN(C2)C(=O)N2CC(C2)C2=CC=C(C=C2)C2=C(C(=O)NCC)C=CC=C2)C1 2-[4-[1-[6-(5-cyclopropyl-4H-1,2,4-triazol-3-yl)-2-azaspiro[3.3]heptane-2-carbonyl]azetidin-3-yl]phenyl]-N-ethyl-benzamide